(R)-2-benzyl-N-(5-(5-cyclobutyl-1,2,4-oxadiazol-3-yl)-2,3-dihydro-1H-inden-1-yl)-2H-tetrazole-5-carboxamide C(C1=CC=CC=C1)N1N=C(N=N1)C(=O)N[C@@H]1CCC2=CC(=CC=C12)C1=NOC(=N1)C1CCC1